L-2,4-dihydroxy-3,3-dimethylbutanoyl-CoA O[C@H](C(=O)SCCNC(CCNC([C@@H](C(COP(OP(OC[C@@H]1[C@H]([C@H]([C@@H](O1)N1C=NC=2C(N)=NC=NC12)O)OP(=O)(O)O)(=O)O)(=O)O)(C)C)O)=O)=O)C(CO)(C)C